N[C@H](CCC(=O)NCC)C(=O)O D-Theanine